ClC=1C=C(C=CC1Cl)/C=C/C(=O)C1=CC=C(C(=O)O)C=C1 4-[(E)-3-(3,4-Dichlorophenyl)prop-2-enoyl]benzoic acid